FC1=C(C=C(C=C1C)N1N=C2C([C@@H](N(CC2)C(=O)OC(C)(C)C)C)=C1N1C(N(C=C1)C=1C=C2C=NN(C2=CC1)[C@H]1COCC1)=O)C tert-Butyl (4S)-2-(4-fluoro-3,5-dimethylphenyl)-4-methyl-3-[2-oxo-3-[1-[(3R)-oxolan-3-yl]indazol-5-yl]imidazol-1-yl]-6,7-dihydro-4H-pyrazolo[4,3-c]pyridine-5-carboxylate